ClC1=CC(=C(COC2=NC=CC=C2N2CCNCC2)C=C1)F {2-[(4-chloro-2-fluorobenzyl)oxy]pyridin-3-yl}piperazine